FC(OC1CCC(CC1)C(=O)O)F 4-(difluoromethoxy)cyclohexane-1-carboxylic acid